[Si](C1=CC=CC=C1)(C1=CC=CC=C1)(C(C)(C)C)OC1(CN(CCOC1)C1=NC(=NC(=N1)O[C@@H](C)[C@H]1N(C[C@@H](C1)F)C)/C(/N)=N/O)C (Z)-4-[6-[(tert-butyldiphenylsilyl)oxy]-6-methyl-1,4-oxazepan-4-yl]-6-[(1S)-1-[(2S,4R)-4-fluoro-1-methylpyrrolidin-2-yl]ethoxy]-N'-hydroxy-1,3,5-triazine-2-carboximidamide